ClC1=CC(=C(C=C1)C1OC2=C(C=CC=C2C(=C1)F)C1CCN(CC1)CC=1N(C=2C(=NC=C(C2)C(=O)O)N1)CC1(CC1)CF)F 2-((4-(2-(4-chloro-2-fluorophenyl)-4-fluoro-2H-chromen-8-yl)piperidin-1-yl)methyl)-1-((1-(fluoromethyl)cyclopropyl)methyl)-1H-imidazo[4,5-b]pyridine-6-carboxylic acid